NC1=NC=NN2C1=CC=C2C=2C=C(C(=NC2)OC)C(=O)N[C@@H]2CN(C[C@@H]2F)C(=O)C2C(C2)(F)F 5-{4-aminopyrrolo[2,1-f][1,2,4]triazin-7-yl}-N-[(3R,4S)-1-(2,2-difluorocyclopropanecarbonyl)-4-fluoropyrrolidin-3-yl]-2-methoxypyridine-3-carboxamide